2-bromo-9,10-diethoxyanthracene iridium [Ir].BrC1=CC2=C(C3=CC=CC=C3C(=C2C=C1)OCC)OCC